(R or S)-2-(5-(2-(((R)-((R)-7-fluoro-1,2,3,4-tetrahydropyrido[2,3-b]pyrazin-3-yl)(phenyl)methyl)amino)ethyl)-2-methoxyphenyl)propanoic acid FC1=CC2=C(N[C@H](CN2)[C@@H](C2=CC=CC=C2)NCCC=2C=CC(=C(C2)[C@H](C(=O)O)C)OC)N=C1 |o1:25|